ClC=1C=C(C=CC1F)[C@@H](CO)NC(=O)C1=CN(C=C1)C1=NC(=NC=C1C)NC1=CC=C(C=C1)F (S)-N-(1-(3-chloro-4-fluorophenyl)-2-hydroxyethyl)-1-(2-((4-fluorophenyl)amino)-5-methyl-pyrimidin-4-yl)-1H-pyrrole-3-amide